benzyl 4-[2,7-diazaspiro[3.5]nonan-7-ylmethyl]piperidine-1-carboxylate C1NCC12CCN(CC2)CC2CCN(CC2)C(=O)OCC2=CC=CC=C2